ethyl 2-(benzhydryl(methyl)amino)-5-methoxy-1-methyl-6-oxo-1,6-dihydropyrimidine-4-carboxylate C(C1=CC=CC=C1)(C1=CC=CC=C1)N(C=1N(C(C(=C(N1)C(=O)OCC)OC)=O)C)C